[Na+].OC(CC(=O)[O-])CCCCCCC 3-hydroxydecanoic acid sodium salt